NC1=C(C=C(C=C1)C1=CC(=CC=C1F)CC1=NNC(C2=CC=C(C=C12)OC)=O)[N+](=O)[O-] 4-((4'-amino-6-fluoro-3'-nitro-[1,1'-biphenyl]-3-yl)methyl)-6-methoxyphthalazin-1(2H)-one